FC(C1=NC=CC(=C1)C=1C(=NC(=CC1)C(F)(F)F)NC(=O)N=[S@@](=O)(N)C=1C=NN2C1OCC(C2)(C)C)(F)F (S)-N'-((2',6-bis(trifluoromethyl)-[3,4'-bipyridin]-2-yl)carbamoyl)-6,6-dimethyl-6,7-dihydro-5H-pyrazolo[5,1-b][1,3]oxazine-3-sulfonimidamide